3-((7-(5-chloro-3-methyl-2-(((S)-piperidin-3-yl)oxy)phenyl)thieno[3,2-b]pyridin-2-yl)methyl)piperazin-2-one ClC=1C=C(C(=C(C1)C1=C2C(=NC=C1)C=C(S2)CC2C(NCCN2)=O)O[C@@H]2CNCCC2)C